7-amino-5-bromo-3-((2-(2-ethoxy-2-oxoethyl)phenoxy)methyl)benzofuran-2-carboxylic acid tert-butyl ester C(C)(C)(C)OC(=O)C=1OC2=C(C1COC1=C(C=CC=C1)CC(=O)OCC)C=C(C=C2N)Br